2-(6-((3S,5R)-3-methyl-5-(((2-(trifluoromethyl)pyridin-3-yl)oxy)methyl)piperidin-1-yl)pyrazin-2-yl)-1,3,4-thiadiazole C[C@@H]1CN(C[C@@H](C1)COC=1C(=NC=CC1)C(F)(F)F)C1=CN=CC(=N1)C=1SC=NN1